1-fluoro-4-benzenesulfonic acid FC1=CC=C(C=C1)S(=O)(=O)O